C(=O)O.NC(=N)N guanidine, formic acid salt